C1(=CC=C(C=2C(=CC=C(C12)C(=O)Cl)C(=O)Cl)C(=O)Cl)C(=O)Cl 1,4,5,8-naphthalinetetracarboxylic acid tetrachloride